indane-1,2-diol C1(C(CC2=CC=CC=C12)O)O